ClC=1C(=CC2=C([C@@H](C[C@@H](O2)C(=O)NC23CC(C2)(C3)N3N=CC(=C3)C3=NC=C(C=C3)C(F)(F)F)O)C1)Cl (2R,4R)-6,7-dichloro-4-hydroxy-N-(3-{4-[5-(trifluoromethyl)pyridin-2-yl]-1H-pyrazol-1-yl}bicyclo[1.1.1]pentan-1-yl)-3,4-dihydro-2H-1-benzopyran-2-carboxamide